ClC1=CC=C(N=N1)N[C@@H]1CC[C@H]2CN(C[C@H]21)C(=O)C=2SC1=C(N2)COCC1C [(3aS,4R,6aR)-4-[(6-Chloro-3-pyridazinyl)amino]hexahydrocyclopenta[c]pyrrol-2(1H)-yl](7-methyl-6,7-dihydro-4H-pyrano[3,4-d][1,3]thiazol-2-yl)-methanone